1-(2-(4-(8-chloro-5,6-dihydro-11H-benzo[5,6]cyclohepta[1,2-b]pyridin-11-ylidene)piperidin-1-yl)ethyl)-1H-1,2,3-triazole-5-carboxylic acid ClC=1C=CC2=C(CCC=3C(=NC=CC3)C2=C2CCN(CC2)CCN2N=NC=C2C(=O)O)C1